tert-butyl N-(tert-butoxycarbonyl)-N-[4-({5-[(5-chloro-3-fluoropyridin-2-yl)oxy]-4-methylpyridin-3-yl}methyl)-3-fluoropyridin-2-yl]carbamate C(C)(C)(C)OC(=O)N(C(OC(C)(C)C)=O)C1=NC=CC(=C1F)CC=1C=NC=C(C1C)OC1=NC=C(C=C1F)Cl